N,N-dimethyl-N,N-didodecylammonium chloride [Cl-].C[N+](CCCCCCCCCCCC)(CCCCCCCCCCCC)C